NC1=C(C(=C2COC(C2=C1)CC#N)Br)F 2-(6-Amino-4-bromo-5-fluoro-1,3-dihydroisobenzofuran-1-yl)acetonitrile